CO[C@H]1[C@@H]([C@@H](CC1)C(NC1=CC(=CC=C1)S(=O)(=O)C(F)(F)F)=O)NC(OC(C)(C)C)=O |r| rac-tert-Butyl ((1R,2R,5R)-2-methoxy-5-((3-((trifluoromethyl)sulfonyl)phenyl)carbamoyl)cyclopentyl)carbamate